3-[(E)-3-Oxo-3-(4-sulfanylphenyl)prop-1-enyl]benzoic acid O=C(/C=C/C=1C=C(C(=O)O)C=CC1)C1=CC=C(C=C1)S